NC=1C(NC2=C(C(=C(N=C2C1C1=C2C=NNC2=C(C=C1)F)Br)C)Cl)=O 3-Amino-6-bromo-8-chloro-4-(7-fluoro-1H-indazol-4-yl)-7-methyl-1H-1,5-naphthyridin-2-one